Diacetoxymethyl-vinyl-silane C(C)(=O)OC(OC(C)=O)[SiH2]C=C